2-acetylamino-4-bromo-3-fluorobenzoic acid C(C)(=O)NC1=C(C(=O)O)C=CC(=C1F)Br